(S)-1-(4-(6-bromo-7-fluoro-4-(2-isopropyl-4-methylpyridin-3-yl)-4H-imidazo[4,5-b]quinolin-9-yl)-3-methylpiperazin-1-yl)prop-2-en-1-one BrC=1C(=CC=2C(=C3C(N(C2C1)C=1C(=NC=CC1C)C(C)C)=NC=N3)N3[C@H](CN(CC3)C(C=C)=O)C)F